3-[4-[4-[2-Benzyloxy-1-(5-fluoro-2-pyridyl)ethoxy]pyrazolo[1,5-a]pyridin-6-yl]-5-methyl-triazol-1-yl]cyclobutanol C(C1=CC=CC=C1)OCC(OC=1C=2N(C=C(C1)C=1N=NN(C1C)C1CC(C1)O)N=CC2)C2=NC=C(C=C2)F